1-(2-cyclopentylethyl)benzotriazole-5-carboxylic acid C1(CCCC1)CCN1N=NC2=C1C=CC(=C2)C(=O)O